CN1N=CC(=C1)C1=CC=C2C(=N1)C(=CS2)NC=2C=NC=CC2 5-(1-methyl-1H-pyrazol-4-yl)-N-(pyridin-3-yl)thieno[3,2-b]pyridin-3-amine